n-pentadecanol CCCCCCCCCCCCCCCO